C(#N)C=1N=C(OC1NC(=O)NCCCN(C)C)C1=C(C(=CC(=C1)Cl)Cl)Cl (4-cyano-2-(2,3,5-trichlorophenyl)oxazol-5-yl)-3-(3-(dimethylamino)propyl)urea